ClC=1N=C(C2=C(N1)SC=N2)OCC2=CC(=C(C=C2)C=2N(C=C(N2)C(F)(F)F)C)F 5-chloro-7-[[3-fluoro-4-[1-methyl-4-(trifluoromethyl)imidazol-2-yl]phenyl]methoxy]thiazolo[5,4-d]pyrimidine